CC1(O[C@@H]2[C@H](O1)[C@H](C[C@@H]2O)C2=CC(=CC=C2)C2(OCCO2)C)C (3aS,4S,6R,6aR)-2,2-dimethyl-6-(3-(2-methyl-1,3-dioxolan-2-yl)phenyl)tetrahydro-4H-cyclopenta[d][1,3]dioxol-4-ol